1-({2-[(6-methoxy-2-methyl-1,2,3,4-tetrahydroisoquinolin-7-yl)amino]quinazolin-7-yl}amino)-N,N-dimethylcyclobutane-1-carboxamide COC=1C=C2CCN(CC2=CC1NC1=NC2=CC(=CC=C2C=N1)NC1(CCC1)C(=O)N(C)C)C